OC1=C(C=C2CCCOC2=C1)C(CC)=O 1-(7-hydroxychroman-6-yl)propan-1-one